C[As](O)(=O)[O-].[NH4+] Monoammonium methanearsonate